C(C)C1=NC(=NO1)C1=CC2=C(C=C1)C1(NC(OC1)=O)CO2 6-(5-Ethyl-1,2,4-oxadiazol-3-yl)-2H-spiro[benzofuran-3,4'-oxazolidin]-2'-on